CCNN1CCNCC1 N-(2-ethyl)aminopiperazine